C(C)OC(=O)N1CCC(CC1)N.C(C1=CC=CC=C1)OC1=CC=C(CC2CN(C2)CCCF)C=C1 3-(4-(benzyloxy)benzyl)-1-(3-fluoropropyl)azetidine ethyl-4-aminopiperidine-1-carboxylate